C(C)(C)(C)OC(N(C)C1CCN(CC1)C1=CC=CC=2N(C(N(C21)C)=O)C2C(NC(CC2)=O)=O)=O.NC=2C=C(OC1=CC(=CC=C1)OC1=CC(=CC=C1)N)C=CC2 1,3-Bis(3-aminophenoxy)benzene Tert-butyl-N-[1-[1-(2,6-dioxo-3-piperidyl)-3-methyl-2-oxo-benzimidazol-4-yl]-4-piperidyl]-N-methyl-carbamate